diAllylamine hydrochloride Cl.C(C=C)NCC=C